OC=1C=C(C=C(C1C(C)C)O)\C=C\C1=CC=CC=C1 (E)-3,5-dihydroxy-4-isopropyl-stilbene